FC(C(=O)O)(F)F.ClC1=CC(=NC=C1C(F)(F)F)N1CCNCC1 1-(4-chloro-5-(trifluoromethyl)pyridin-2-yl)piperazine trifluoroacetate salt